CSC1=NC(=CC(=C1)C(C(C1=C(C(=NC=C1)OC)OC)C=1C(=NC2=CC=C(C=C2C1)Br)OC)(CCN(C)C)O)SC 2-(2,6-bis(methylthio)pyridin-4-yl)-1-(6-bromo-2-methoxyquinolin-3-yl)-1-(2,3-dimethoxypyridin-4-yl)-4-(dimethylamino)butan-2-ol